2-methylsulfonyl-5,7-diphenyl-4,7-dihydro-(1,2,4)triazolo(1,5-a)pyrimidine CS(=O)(=O)C1=NN2C(NC(=CC2C2=CC=CC=C2)C2=CC=CC=C2)=N1